O1CCC(CC1)C(=C)B(O)O 1-(TETRAHYDRO-2H-PYRAN-4-YL)VINYLBORONIC ACID